(S)-N-(1-(4-chloro-3-fluorophenyl)ethyl)-2-(4-oxothieno[2,3-d]pyridazin-5(4H)yl)acetamide tert-Butyl-6-(3-chloro-6-(difluoromethyl)-2-fluorophenyl)-3-formylpyrazine-2-carboxylate C(C)(C)(C)OC(=O)C1=NC(=CN=C1C=O)C1=C(C(=CC=C1C(F)F)Cl)F.ClC1=C(C=C(C=C1)[C@H](C)NC(CN1N=CC2=C(C1=O)C=CS2)=O)F